[As].[Mn].[Cu].O1CCCC2=CC=CC=C12 3,4-dihydrochromen copper-manganese-arsenic